19-methoxy-15,17,21,23,29,35-hexamethyl-11,36-dioxa-4-azatricyclo[30.3.1.04,9]hexatriaconta-16,24,26,28-tetraene-2,3,10,14,20-pentone COC1CC(=CC(C(CCOC(C2CCCCN2C(C(C2C(CCC(CCC(=CC=CC=CC(CC(C1=O)C)C)C)O2)C)=O)=O)=O)=O)C)C